ClC=1C=C2C=NN(C2=C(C1)Cl)C1=C(C=C2C(C(=CN(C2=C1)C1=C(C=C(C=C1)O)F)C(=O)O)=O)F 7-(5,7-dichloro-1H-indazol-1-yl)-6-fluoro-1-(2-fluoro-4-hydroxyphenyl)-4-oxo-1,4-dihydro-quinoline-3-carboxylic acid